OC1(CC1)CNCC=1N=C2N(C(C1)=O)C=CC=C2 ((((1-hydroxycyclopropyl)methyl)amino)methyl)-4H-pyrido[1,2-a]pyrimidin-4-one